2,3-bis(benzoyloxy)butanedioic acid monohydrate O.C(C1=CC=CC=C1)(=O)OC(C(=O)O)C(C(=O)O)OC(C1=CC=CC=C1)=O